3-(1-[1,3]-oxazolo[5,4-b]pyridin-2-ylpyrrolidin-3-yl)-3-[4-(7H-pyrrolo[2,3-d]-pyrimidin-4-yl)-1H-pyrazol-1-yl]propanenitrile N1=C(OC2=NC=CC=C21)N2CC(CC2)C(CC#N)N2N=CC(=C2)C=2C1=C(N=CN2)NC=C1